N2-(2-(2,6-dimethylmorpholino)quinazolin-6-yl)spiro[3.3]heptane-2,6-diamine CC1OC(CN(C1)C1=NC2=CC=C(C=C2C=N1)NC1CC2(C1)CC(C2)N)C